bis(1-naphthyl)-N,N'-bis-phenyl-(1,1'-biphenyl)-4,4'-diamine C1(=CC=CC2=CC=CC=C12)C=1C(=C(C=CC1NC1=CC=CC=C1)C1=CC=C(C=C1)NC1=CC=CC=C1)C1=CC=CC2=CC=CC=C12